ClC=1C(=NC(=NC1)NC=1C(=CC(=C(C1)NC(C=C)=O)N(C)CCN(C)C)OC)NC1=C(C=CC=C1)N(S(=O)(=O)C)C(C)C N-(5-((5-chloro-4-((2-(N-isopropylmethylsulfonamido)phenyl)amino)pyrimidin-2-yl)amino)-2-((2-(dimethylamino)ethyl)(methyl)amino)-4-methoxyphenyl)acrylamide